2-(4,7,10-tris(2-(tert-butoxy)-2-oxoethyl)-1,4,7,10-tetraazacyclododecane-1-yl)acetic acid C(C)(C)(C)OC(CN1CCN(CCN(CCN(CC1)CC(OC(C)(C)C)=O)CC(OC(C)(C)C)=O)CC(=O)O)=O